(4-(4-((1r,4r)-4-aminocyclohexylamino)-2-(3,5-dichlorophenylamino)pyrimidin-5-yl)-1H-pyrazol-1-yl)ethanol NC1CCC(CC1)NC1=NC(=NC=C1C=1C=NN(C1)C(C)O)NC1=CC(=CC(=C1)Cl)Cl